N-(β-aminoethyl)aminomethyltributoxysilane NCCNC[Si](OCCCC)(OCCCC)OCCCC